CN1N=C2C(=N1)C=C(C(=C2)NC(=O)N2CCC=1C2=NC=CC1N1C[C@H](N(CC1)C(=O)OC(C)(C)C)C)C tert-butyl (R)-4-(1-((2,6-dimethyl-2H-benzo[d][1,2,3]triazol-5-yl)carbamoyl)-2,3-dihydro-1H-pyrrolo[2,3-b]pyridin-4-yl)-2-methylpiperazine-1-carboxylate